ClC=1C(=C(C=CC1F)[C@@H](NC(=O)N1[C@@H](C(NCC1)=O)C)C=1C=NC(=C(C1)Cl)C1CC1)F (2R)-N-((S)-(3-chloro-2,4-difluorophenyl)(5-chloro-6-cyclopropylpyridin-3-yl)methyl)-2-methyl-3-oxopiperazine-1-carboxamide